FC1([C@@H]([C@@H](N(C1)C(=O)OC(C)(C)C)CC=1C=C(C=CC1)C1=CC(=CC=C1)F)NS(=O)(=O)C)F tert-butyl (2S,3R)-4,4-difluoro-2-[(3'-fluoro[1,1'-biphenyl]-3-yl)methyl]-3-[(methanesulfonyl)amino]pyrrolidine-1-carboxylate